C(#N)C1=CC=C(CNC(=O)C2=NN(C=3C(N(CCC32)CC3(CC3)S(=O)(=O)N3CCC(CC3)O)=O)C)C=C1 N-(4-Cyanobenzyl)-6-((1-((4-hydroxypiperidin-1-yl)sulfonyl)cyclopropyl)methyl)-1-methyl-7-oxo-4,5,6,7-tetrahydro-1H-pyrazolo[3,4-c]pyridine-3-carboxamide